(R)-1-tert-butyl 2-methyl 4-((S)-5-(benzyloxy)-4-(1,3-dioxoisoindolin-2-yl)-3,3-dimethyl-5-oxopentyl)piperazine-1,2-dicarboxylate C(C1=CC=CC=C1)OC([C@H](C(CCN1C[C@@H](N(CC1)C(=O)OC(C)(C)C)C(=O)OC)(C)C)N1C(C2=CC=CC=C2C1=O)=O)=O